[NH3+]CCNC(CCCCCNC(=O)C=1C(OC2=C(C(=C(C=C2C1)S(=O)(=O)[O-])O)Cl)=O)=O 3-[[6-(2-Azaniumyl-ethylamino)-6-oxohexyl]carbamoyl]-8-chloro-7-hydroxy-2-oxo-chromen-6-sulfonat